[C@H]12[C@@H](N(C[C@H](CC1)N2C(=O)OCC2=CC=CC=C2)C(=O)OC(C)(C)C)C(=O)OC 8-benzyl 3-(tert-butyl) 2-methyl (1R,2R,5S)-3,8-diazabicyclo[3.2.1]octane-2,3,8-tricarboxylate